2-(4-{5-fluoro-2-(morpholin-2-yl)-1H-pyrrolo[2,3-b]pyridin-4-yl}piperidine-1-carbonyl)-5-(trifluoromethoxy)aniline FC=1C(=C2C(=NC1)NC(=C2)C2CNCCO2)C2CCN(CC2)C(=O)C2=C(N)C=C(C=C2)OC(F)(F)F